BrC=1C=NN2C1C1=C(SCCC2)C=C2C=CC=CC2=C1C#N 1-bromo-6,7-dihydro-5H-naphtho[2,3-b]pyrazolo[5,1-d][1,5]thiazocine-14-carbonitrile